C(N)(=O)C=1C(=NC(=NC1)N1C[C@H](CC1)N(C(OC(C)(C)C)=O)C)OCC tert-butyl N-[(3S)-1-(5-carbamoyl-4-ethoxypyrimidin-2-yl) pyrrolidin-3-yl]-N-methylcarbamate